FC(COC1=NN(C(=C1)C(=O)O)C)F 3-(2,2-difluoroethoxy)-1-methyl-1H-pyrazole-5-carboxylic acid